methoxymethyl 4-hydroxy-6-(methoxymethoxy)-2,3-dimethylbenzoate OC1=C(C(=C(C(=O)OCOC)C(=C1)OCOC)C)C